BrC=1C=2CCCC2C(=C2CCCC12)NC(=O)N=[S@@](=O)(N)C=1SC(=CN1)C(C)(C)O |o1:17| (S) or (R)-N'-((8-bromo-1,2,3,5,6,7-hexahydro-s-indacen-4-yl)carbamoyl)-5-(2-hydroxypropan-2-yl)thiazole-2-sulfonimidamide